7-Bromo-3-chloro-6-methoxy-1-(2-methylpyridin-3-yl)dihydroquinoxaline-2(1H)-on BrC1=C(C=C2NC(C(N(C2=C1)C=1C(=NC=CC1)C)=O)Cl)OC